2-[(6-Methylpyridin-3-yl)methyl]-N-{[(2S)-oxolan-2-yl]methyl}-8-(trifluoromethyl)-4,5-dihydro-2H-furo[2,3-g]indazol-7-carboxamid CC1=CC=C(C=N1)CN1N=C2C3=C(CCC2=C1)OC(=C3C(F)(F)F)C(=O)NC[C@H]3OCCC3